(S)-4-(3-fluorobenzyl)-N-(5-methyl-4-oxo-7-(2-oxo-2-(pyridin-4-yl)ethoxy)-2,3,4,5-tetrahydrobenzo[b][1,4]oxazepin-3-yl)-1H-pyrazole-1-carboxamide FC=1C=C(CC=2C=NN(C2)C(=O)N[C@@H]2C(N(C3=C(OC2)C=CC(=C3)OCC(C3=CC=NC=C3)=O)C)=O)C=CC1